4-(1-(6-(4-fluoro-1H-pyrazol-1-yl)pyridin-3-yl)ethyl)-1,4,9-triazaspiro[5.5]undecane-2,5-dione FC=1C=NN(C1)C1=CC=C(C=N1)C(C)N1CC(NC2(C1=O)CCNCC2)=O